C(CCCCCCCCCC)NC1CC(CCC1)N N-undecylcyclohexane-1,3-diamine